4-(1-(4-methoxyphenyl)ethoxy)-5-(methylcarbamoyl)-1H-pyrrole-2-carboxylic acid COC1=CC=C(C=C1)C(C)OC=1C=C(NC1C(NC)=O)C(=O)O